2-(1,1-dimethylethyl)-6-[[3-(1,1-dimethylethyl)-2-hydroxy-5-methylphenyl]methyl]-4-methylphenyl acrylate C(C=C)(=O)OC1=C(C=C(C=C1CC1=C(C(=CC(=C1)C)C(C)(C)C)O)C)C(C)(C)C